CN1C(N(C2=C1C=CC(=C2)[N+](=O)[O-])CC2CNC(O2)=O)=O 5-((3-methyl-6-nitro-2-oxo-2,3-dihydro-1H-benzo[d]imidazol-1-yl)methyl)oxazolidin-2-one